C[NH2+]C(CCC1=NC=C(N1)C[C@@H](C(=O)[O-])[NH3+])C(=O)[O-] The molecule is conjugate base of 2-[3-carboxy-3-(methylammonio)propyl]-L-histidine where both carboxy groups are anionic and both the primary and secondary amino groups are protonated; major species at pH 7.3. It has a role as a Saccharomyces cerevisiae metabolite. It is a conjugate base of a 2-[3-carboxy-3-(methylammonio)propyl]-L-histidine.